4,4'-biphenyl-acrylic acid C1(=CC=C(C=C1)C1=CC=CC=C1)C=CC(=O)O